CC1=CC(=C(C(=C1)C(C)(C)C)O)C(C)(C)C 4-methyl-2,6-di(t-butyl)phenol